FC1=CC2=C(N=C(S2)NC[C@H]2N(C3CC([C@H]2C)C3)C(=O)C3=NC(=CC=C3N3N=CC=N3)C)C=C1 |o1:10,15| 6-fluoro-N-{[(3S,4R) or (3R,4S)-4-methyl-2-[6-methyl-3-(2H-1,2,3-triazol-2-yl)pyridine-2-carbonyl]-2-azabicyclo[3.1.1]heptan-3-yl]methyl}-1,3-benzothiazol-2-amine